C1(CC1)C1=NNC(=C1)C1CC2(CN(C2)C(=O)N2CC3(C2)CCN(CC3)CC=3SC(=CN3)C(F)F)C1 [6-(3-cyclopropyl-1H-pyrazol-5-yl)-2-azaspiro[3.3]heptan-2-yl]-[7-[[5-(difluoromethyl)thiazol-2-yl]methyl]-2,7-diazaspiro[3.5]nonan-2-yl]methanone